tert-butyl 5-[[3-ethoxycarbonyl-6-(trifluoromethoxy)-4-quinolyl]amino]thiazole-4-carboxylate C(C)OC(=O)C=1C=NC2=CC=C(C=C2C1NC1=C(N=CS1)C(=O)OC(C)(C)C)OC(F)(F)F